FC[C@@](C)(O)C1=C2CCN([C@H](C2=CC=C1)C)C(=O)OC(C)(C)C tert-butyl (1S)-5-[(1S)-2-fluoro-1-hydroxy-1-methyl-ethyl]-1-methyl-3,4-dihydro-1H-isoquinoline-2-carboxylate